C(C1=CC=CC=C1)OC1=NC(=CC=C1C1=NN(C2=CC(=CC=C12)N1CCN(CC1)C(COC1CCC(CC1)OC=1C(=C(C=CC1)O)C)C)C)OCC1=CC=CC=C1 3-(((1r,4r)-4-(2-(4-(3-(2,6-bis(benzyloxy)pyridin-3-yl)-1-methyl-1H-indazol-6-yl)piperazin-1-yl)propoxy)cyclohexyl)oxy)-2-methylphenol